FC(O[C@@H]1CC[C@H](CC1)NC1=NN2C(C(=N1)OC)=C(C=C2)C=2C=CC=1N(C2)C=CN1)F N-(trans-4-(difluoromethoxy)cyclohexyl)-5-(imidazo[1,2-a]pyridin-6-yl)-4-methoxypyrrolo[2,1-f][1,2,4]triazin-2-amine